OC1=C(C(N(C=C1C)C)=O)NC(NC(CC(=O)O)C1=CC(=CC=C1)C=1C=NC=NC1)=O 3-(3-(4-hydroxy-1,5-dimethyl-2-oxo-1,2-dihydropyridin-3-yl)ureido)-3-(3-(pyrimidin-5-yl)phenyl)propionic acid